tetrachloronaphthalene C1=CC=C2C(=C1)C(=C(C(=C2Cl)Cl)Cl)Cl